4-(3-methyl-phenyl)-4-vinyl-1,3-dioxolanone CC=1C=C(C=CC1)C1(OC(OC1)=O)C=C